[SiH2]1SC=CC=C1 silathiainine